FC1(C(CN(CC1)C=1C(=NC2=CC=C(C=C2N1)F)C(=O)O)C)F 3-(4,4-difluoro-3-methylpiperidin-1-yl)-6-fluoroquinoxaline-2-carboxylic acid